N-{4-[7-(Cyclopropyloxy)-5-fluoro-3-(pyridin-2-yl)-1H-pyrrolo[3,2-b]pyridin-2-yl]pyridin-2-yl}-4,4-difluoro-2-(4-fluorophenyl)butanamid C1(CC1)OC1=C2C(=NC(=C1)F)C(=C(N2)C2=CC(=NC=C2)NC(C(CC(F)F)C2=CC=C(C=C2)F)=O)C2=NC=CC=C2